(2R,4R)-1-(2,3-difluorobenzyl)-2-ethyl-4-((3-fluoro-4-(1-hydroxycyclopropyl)-6-((5-methyl-1H-pyrazol-3-yl)amino)pyridin-2-yl)methyl)piperidine-4-carboxylic acid FC1=C(CN2[C@@H](C[C@@](CC2)(C(=O)O)CC2=NC(=CC(=C2F)C2(CC2)O)NC2=NNC(=C2)C)CC)C=CC=C1F